NCCNCCC[Si](OC(C)C)(OC(C)C)OC(C)C 3-(2-aminoethyl)aminopropyl-triisopropoxysilane